ethyl 2-[[4-[[(4-methylsulfonylphenyl) methyl] amino]-6-(5-oxazolyl)-2-pyrimidinyl] amino]-4-methyl-5-thiazolecarboxylate CS(=O)(=O)C1=CC=C(C=C1)CNC1=NC(=NC(=C1)C1=CN=CO1)NC=1SC(=C(N1)C)C(=O)OCC